N1CC(C1)N1N=CC2=C1CN([C@@H](C2)C)C(=O)OC(C)(C)C tert-butyl (5R)-1-(azetidin-3-yl)-5-methyl-5,7-dihydro-4H-pyrazolo[3,4-c]pyridine-6-carboxylate